C(C)(=O)C1=CC=C(C=C1)NC(=O)NC(CC(=O)O)C(NC(C(=O)OC)CC1=CC=CC=C1)=O 3-{[(4-acetylphenyl)carbamoyl]amino}-3-[(1-methoxy-1-oxo-3-phenylpropan-2-yl)carbamoyl]propanoic acid